[Pd+2].ClC1=C(C(=C(C=C1)C1=C(C=C(C=C1C(C)C)C(C)C)C(C)C)P(C1CCCCC1)C1CCCCC1)CC=CC chloro(crotyl)(2-dicyclohexylphosphino-2',4',6'-triisopropyl-1,1'-biphenyl) palladium (II)